C1(CC1)C1=CN=C(C2=CC=CC(=C12)S(=O)(=O)N1C(CNCCC1)C)OC 4-cyclopropyl-1-methoxy-5-((2-methyl-1,4-diazepan-1-yl)sulfonyl)isoquinoline